2,4-difluoro-3-(2-[1H-pyrazolo[4,3-b]pyridin-5-yl]ethynyl)aniline FC1=C(N)C=CC(=C1C#CC1=CC=C2C(=N1)C=NN2)F